C(CCCCCCC)OC1=CC=C(C=C1)[N+]#[C-] 4-OCTYLOXY-PHENYLISOCYANIDE